C(C)(C)(C)NC1=NC(=NC(=N1)NC1=CC(=NC=C1)C(F)(F)F)C1=NC(=CC=C1)C(F)(F)F N2-(tert-butyl)-6-(6-(trifluoromethyl)pyridin-2-yl)-N4-(2-(trifluoromethyl)pyridin-4-yl)-1,3,5-triazine-2,4-diamine